NCCCNCC[Si](OC)(OC)OC N-(gamma-aminopropyl)-beta-aminoethyl-trimethoxysilane